(3R)-1-{[(1r,4r)-4-{[2-(2,6-dioxopiperidin-3-yl)-1,3-dioxo-2,3-dihydro-1H-isoindol-4-yl]amino}cyclohexyl]methyl}pyrrolidine-3-carboxylic acid O=C1NC(CCC1N1C(C2=CC=CC(=C2C1=O)NC1CCC(CC1)CN1C[C@@H](CC1)C(=O)O)=O)=O